tert-butyl 3-(2-chloro-N-(4-(trifluoromethyl) benzyl) acetamido)-3-cyanosilacyclobutane-1-carboxylate ClCC(=O)N(CC1=CC=C(C=C1)C(F)(F)F)C1(C[SiH](C1)C(=O)OC(C)(C)C)C#N